CC1CN=CN1 5-methyl-2-imidazoline